C(C)OC(=O)C1=CC(=C2C(=N1)SC=C2)CCl 4-(chloromethyl)thieno[2,3-b]pyridine-6-carboxylic acid ethyl ester